FC1=CC=C(C=C1)C(=O)C1=CNC=2N=C(N=C(C21)NC2CCC(CC2)CO)NC=2C(=NN(C2)C2CCN(CC2)C)OC (4-fluorophenyl)(4-(((1r,4r)-4-(hydroxymethyl)cyclohexyl)amino)-2-((3-methoxy-1-(1-methylpiperidine-4-yl)-1H-pyrazol-4-yl)amino)-7H-pyrrolo[2,3-d]pyrimidin-5-yl)methanone